3,5-Dimethyl-benzoic acid (R)-N-(1-tert-butyl-butyl)-N'-(2-ethyl-3-methoxybenzoyl)-hydrazide C(C)(C)(C)[C@@H](CCC)N(NC(C1=C(C(=CC=C1)OC)CC)=O)C(C1=CC(=CC(=C1)C)C)=O